N-FMOC-L-glycine C(=O)(OCC1C2=CC=CC=C2C2=CC=CC=C12)NCC(=O)O